BrC=1C=C2C(=NN(C2=CC1)C(C1=CC=CC=C1)(C1=CC=CC=C1)C1=CC=CC=C1)NC(=O)[C@H]1CN(CCC1)C(=O)OC(C)(C)C (R)-tert-Butyl 3-[(5-bromo-1-trityl-1H-indazol-3-yl)carbamoyl]piperidine-1-carboxylate